C(C)OC(/C(=C/C=1N=C(SC1)OC)/N=[N+]=[N-])=O (Z)-2-azido-3-(2-methoxythiazol-4-yl)prop-2-enoic acid ethyl ester